2-(4-(4-((4H-1,2,4-triazol-3-yl)methoxy)-3-fluoro-5-methoxyphenyl)-3-methyl-2-oxo-6-(trifluoromethyl)-2,3-dihydro-1H-benzo[d]imidazol-1-yl)-N-(2-fluoropyridin-3-yl)acetamide N=1N=C(NC1)COC1=C(C=C(C=C1OC)C1=CC(=CC=2N(C(N(C21)C)=O)CC(=O)NC=2C(=NC=CC2)F)C(F)(F)F)F